(1s,3r)-N1-(6-chloro-2-(trifluoromethyl)quinolin-4-yl)-N3-(6-chloro-2-methyl-2H-pyrazolo[4,3-c]pyridin-4-yl)cyclohexane-1,3-diamine ClC=1C=C2C(=CC(=NC2=CC1)C(F)(F)F)N[C@@H]1C[C@@H](CCC1)NC1=NC(=CC=2C1=CN(N2)C)Cl